C(C)N1C(C2=NC(=C(C=C2C1)F)C(C#CC(=O)N)C)=O 6-ethyl-3-fluoro-7-oxo-5H-pyrrolo[3,4-b]pyridin-2-ylpent-2-ynamide